O[C@@H](C(=O)OCC1=CC=CC=C1)CC1=CC=CC=C1 benzyl (R)-2-hydroxy-3-phenylpropanoate